2-{5-[(2-Methoxyethoxy)methyl]-1,3,4-thiadiazol-2-yl}-5-[4-(trifluoromethoxy)benzene-1-sulfonyl]pyridin-3-amine COCCOCC1=NN=C(S1)C1=NC=C(C=C1N)S(=O)(=O)C1=CC=C(C=C1)OC(F)(F)F